ClC1=CC(=C(C=C1)C=1N(C(C=C2C1C(N(N2)C2=C(C=CC=C2)Cl)=O)=O)CC=2C=NC=CC2)F 4-(4-chloro-2-fluorophenyl)-2-(2-chlorophenyl)-5-(pyridin-3-ylmethyl)-1H-pyrazolo[4,3-c]pyridine-3,6(2H,5H)-dione